N[C@H]1[C@H](CCCC1)C1=C(C2=NC(=CC(=C2S1)NCC=1SC=CC1)Cl)Br 2-((1S,2R)-2-aminocyclohexyl)-3-bromo-5-chloro-N-(thiophen-2-ylmethyl)thieno[3,2-b]pyridin-7-amine